(3-acrylamidopropyl) propane-1-sulfonate C(CC)S(=O)(=O)OCCCNC(C=C)=O